3-(1-oxo-5-(4-((phenethylamino)methyl)pyridin-2-yl)isoindolin-2-yl)piperidine-2,6-dione O=C1N(CC2=CC(=CC=C12)C1=NC=CC(=C1)CNCCC1=CC=CC=C1)C1C(NC(CC1)=O)=O